[phenyl]propane C1(=CC=CC=C1)CCC